C(CCCCCCCCC)(=O)OCCCC(OC(N(CCCN(C)C)CCCN(C)C)=O)CCCOC(CCCCCCCCC)=O 7-[3-(dimethylamino) propyl]-11-methyl-6-oxo-4-{3-[(1-oxodecyl) oxy] propyl}-7,11-diaza-5-oxadodec-1-yl decanoate